(2R)-2-[(1S)-1,2-dihydroxyethyl]-3-hydroxy-5-oxo-2H-furan-4-olate O[C@@H](CO)[C@H]1OC(C(=C1O)[O-])=O